3,9-bishydroxymethyl-tricyclo[5.2.1.02,6]decane OCC1C2C3C(CC(C2CC1)C3)CO